BrC1=NC2=C(NC=3C(CCCC23)NCCC2=CC=C(C=C2)Cl)N=C1 2-bromo-N-(4-chlorophenyl-ethyl)-6,7,8,9-tetrahydro-5H-pyrazino[2,3-b]indol-6-amine